BrC1=NC=C(C=C1)Br 2,5-Dibromopyridine